C12OCC(C(C1)NCC1=CC(=C3CN(C(C3=C1)=O)C1=CC(=CC=C1)C1(CC(C1)OC)C1=NN=CN1C)C(F)(F)F)C2 6-((2-oxabicyclo[2.2.1]heptan-5-ylamino)methyl)-2-(3-((1r,3r)-3-methoxy-1-(4-methyl-4H-1,2,4-triazol-3-yl)cyclobutyl)phenyl)-4-(trifluoromethyl)isoindolin-1-one